C(#N)C1=CC(=C(COC2=CC=CC(=N2)C2CCN(CC2)[C@@H](C)C2=NC3=C(N2C[C@H]2OCC2)C=C(C=C3OC)C(=O)OC)C=C1)F methyl 2-((S)-1-(4-(6-((4-cyano-2-fluorobenzyl)oxy)pyridin-2-yl)piperidin-1-yl)ethyl)-4-methoxy-1-(((S)-oxetan-2-yl)methyl)-1H-benzo[d]imidazole-6-carboxylate